benzyl (2S,3R)-2-((tert-butoxycarbonyl)amino)-3-hydroxy-3-(4-methoxyphenyl)propanoate C(C)(C)(C)OC(=O)N[C@H](C(=O)OCC1=CC=CC=C1)[C@@H](C1=CC=C(C=C1)OC)O